C1(=CC=CC=C1)N(C(=O)N1[C@@H]([C@H]2CC[C@@H](C1)N2C(N(CC=2SC(=CC2)C)C)=O)C(=O)O)C2=CC=CC=C2 (1R,2S,5S)-3-(diphenylcarbamoyl)-8-(methyl((5-methylthiophen-2-yl)methyl)carbamoyl)-3,8-diazabicyclo[3.2.1]octane-2-carboxylic acid